C(CCC)N(C(CCCNC(OC(C)(C)C)=O)=O)CCCC tert-Butyl (4-(dibutylamino)-4-oxobutyl)carbamate